4-butyl-1,2,4-triazole chloride [Cl-].C(CCC)N1C=NN=C1